FC1=C(C#N)C(=CC(=C1)S)F 2,6-difluoro-4-mercapto-benzonitrile